OC1=C(C=C(C=C1)C)[C@H](CCC(=O)[O-])C(C)C.[Ca+2].ClC=1C=C(C=NC1OC)C1=CC(=NC=N1)C(=O)NCC1=NC=CC(=N1)O.OC1=C(C=C(C=C1)C)[C@H](CCC(=O)[O-])C(C)C 6-(5-chloro-6-methoxypyridin-3-yl)-N-((4-hydroxypyrimidin-2-yl)methyl)pyrimidine-4-carboxamide calcium (R)-4-(2-hydroxy-5-methylphenyl)-5-methylhexanoate salt